tert-butyl 4-(4-((6-cyclopropyl-7-(6-((dimethyl (oxo)-λ6-sulfanylidene) amino) pyridin-2-yl)-5-fluoro-7H-pyrrolo[2,3-d]pyrimidin-2-yl)amino)phenyl)-piperidin-1-carboxylate C1(CC1)C1=C(C2=C(N=C(N=C2)NC2=CC=C(C=C2)C2CCN(CC2)C(=O)OC(C)(C)C)N1C1=NC(=CC=C1)N=S(=O)(C)C)F